3-methyl-2-aminobenzoylmethylamine CC=1C(=C(C(=O)NC)C=CC1)N